COC(=O)C1N(CCCC1)C(=O)OC(C)(C)C piperidine-1,2-dicarboxylic acid 1-(tert-butyl) ester 2-methyl ester